N-(pyridin-2-yl)propanamide CCC(=O)NC1=CC=CC=N1